tert-Butyl (2S,3R)-4,4-difluoro-2-[(2-fluoro-3-hydroxyphenyl)methyl]-3-[(methanesulfonyl)amino]pyrrolidine-1-carboxylate FC1([C@@H]([C@@H](N(C1)C(=O)OC(C)(C)C)CC1=C(C(=CC=C1)O)F)NS(=O)(=O)C)F